C(C)(C)(C)OC(=O)N1CCN(CC1)C1=C(C=C(C=C1)N)CC1=CC=CC=C1 4-(4-Amino-2-benzyl-phenyl)-piperazine-1-carboxylic acid tert-butyl ester